C(C)(C)OC1=CC(=NC(=C1)S(=O)(=O)C)NC1=CC(=NC=C1C1=NN(C=C1)[C@@H]1COCC1)NC(C)=O (S)-N-(4-((4-isopropoxy-6-(methylsulfonyl)pyridin-2-yl)amino)-5-(1-(tetrahydrofuran-3-yl)-1H-pyrazol-3-yl)pyridin-2-yl)acetamide